6-{[(1R)-1-(4-chlorophenyl)-7-fluoro-1-[(3-hydroxycyclobutyl)methoxy]-5-(2-hydroxypropan-2-yl)-3-oxo-2,3-dihydro-1H-isoindol-2-yl]methyl}pyridine-3-carbonitrile ClC1=CC=C(C=C1)[C@@]1(N(C(C2=CC(=CC(=C12)F)C(C)(C)O)=O)CC1=CC=C(C=N1)C#N)OCC1CC(C1)O